6-((6-((5-cyclopropyl-3-(2,6-dichlorophenyl)isoxazol-4-yl)methoxy)-5-fluoronaphthalen-1-yl)oxy)-2-methylnicotinic acid C1(CC1)C1=C(C(=NO1)C1=C(C=CC=C1Cl)Cl)COC=1C(=C2C=CC=C(C2=CC1)OC1=NC(=C(C(=O)O)C=C1)C)F